N1=CN=C(C2=C1NC=C2)C=2C=NN(C2)C2(CN(C2)S(=O)(=O)C)CC(=O)NC 2-(3-(4-(7H-pyrrolo[2,3-d]pyrimidin-4-yl)-1H-pyrazol-1-yl)-1-(methylsulfonyl)azetidin-3-yl)-N-methylacetamide